tetraoctylphosphonium diethyl-phosphate C(C)OP(=O)(OCC)[O-].C(CCCCCCC)[P+](CCCCCCCC)(CCCCCCCC)CCCCCCCC